2-(5,6-difluoro-2-oxo-1H-quinolin-3-yl)propanoic acid FC1=C2C=C(C(NC2=CC=C1F)=O)C(C(=O)O)C